(3-carboxy-propyl)-N,N-dimethylammonium ethyl-trifluoroborate C(C)[B-](F)(F)F.C(=O)(O)CCC[NH+](C)C